C(C)(=O)O.C1(CC(C(CC1)C(C)C)C(=O)N)C (p-menthan-3-carboxamide) acetate